6-chloro-4-(piperidin-4-yl)-1-(tetrahydro-2H-pyran-2-yl)-1H-indazole ClC1=CC(=C2C=NN(C2=C1)C1OCCCC1)C1CCNCC1